1-(4-chlorobenzyl)-4,5-dicyanoimidazole ClC1=CC=C(CN2C=NC(=C2C#N)C#N)C=C1